7-fluoro-6,11-dihydrobenzo[e]thieno[3',2':5,6]benzo[1,2-b]thiepin-6-ol FC1=CC=CC2=C1C(C1=C(SC2)C2=C(C=C1)C=CS2)O